CC=1C=C(C(=O)OC2=C(C(=CC(=C2)Cl)C=NC2=CC(=CC(=C2)Cl)Cl)O)C=CC1 5-chloro-3-((3,5-dichlorophenylimino)-methyl)-2-hydroxyphenyl 3-methylbenzoate